[C@H]12OC[C@H](N(C1)C1CCN(CC1)C1=C(C=C(C(=C1)OC)NC1=NC=NC(=C1)N1OCC[C@@H]1C1=C(C(=CC=C1)C)F)NC(C=C)=O)C2 N-(2-(4-((1R,4R)-2-oxa-5-azabicyclo[2.2.1]heptane-5-yl)piperidine-1-yl)-5-((6-((R)-3-(2-fluoro-3-methylphenyl)isoxazolidine-2-yl)pyrimidine-4-yl)amino)-4-methoxyphenyl)acrylamide